1-(4-(3,3-diethyl-azetidin-1-yl)phenyl)-5,7-difluoro-6-(methoxymethoxy)-1H-indazole C(C)C1(CN(C1)C1=CC=C(C=C1)N1N=CC2=CC(=C(C(=C12)F)OCOC)F)CC